C(C)(C)(C)OC(CC[C@H](NC(=O)OCC1C2=CC=CC=C2C2=CC=CC=C12)C(=O)O)=O Fmoc-L-glutamic acid 5-tertbutyl ester